2-methyl-6-(6-(methyl(2,2,6,6-tetramethylpiperidin-4-yl)amino)pyridazin-3-yl)-4-(oxetan-3-yl)quinolin-7-ol CC1=NC2=CC(=C(C=C2C(=C1)C1COC1)C=1N=NC(=CC1)N(C1CC(NC(C1)(C)C)(C)C)C)O